C(C)SC=1OC2=C(C=C(C=C2C(C1C)=O)C)[C@@H](C)NC1=C(C(=O)OC(C)(C)C)C(=CC=C1)F tert-Butyl 2-[[(1R)-1-(2-ethylsulfanyl-3,6-dimethyl-4-oxo-chromen-8-yl)ethyl]amino]-6-fluoro-benzoate